(5-(3-(trifluoromethoxy)phenyl)-pyridin-3-yl)methanone FC(OC=1C=C(C=CC1)C=1C=C(C=NC1)C=O)(F)F